tri-iso-butylaluminum C(C(C)C)[Al](CC(C)C)CC(C)C